5,5-dimethyl-3,7-bis(1-methyl-2-phenylindolizin-3-yl)dibenzo[b,e]silin-10(5H)-one C[Si]1(C2=C(C(C3=C1C=C(C=C3)C3=C(C(=C1C=CC=CN31)C)C3=CC=CC=C3)=O)C=CC(=C2)C2=C(C(=C3C=CC=CN23)C)C2=CC=CC=C2)C